FC=1C=C(C=CC1)C1=CC(=CC=C1)[C@H](C(=O)N1CC2=C(CCC1)N=C(NC2=O)C2(CC2)C=2C=NC=C(C2)C(C)C)O (R)-6-(2-(3'-fluoro-[1,1'-biphenyl]-3-yl)-2-hydroxyacetyl)-2-(1-(5-isopropylpyridin-3-yl)cyclopropyl)-3,5,6,7,8,9-hexahydro-4H-pyrimido[5,4-c]azepin-4-one